C(C)(=O)C12CC(C1)(C2)NC(OCC2=CC=CC=C2)=O benzyl (3-acetylbicyclo[1.1.1]pentan-1-yl)carbamate